cyclopropyl-6-methyl-5-(piperazin-1-yl)picolinamide C1(CC1)C=1C(=NC(=C(C1)N1CCNCC1)C)C(=O)N